C(C)(C)C=1C(=NNC1C=1C=C(C=2N(C1)N=CN2)OC)C=2SC(=C(N2)C)N2CC1(C2)CN(C1)C 2-(4-isopropyl-5-(8-methoxy-[1,2,4]triazolo[1,5-a]pyridin-6-yl)-1H-pyrazol-3-yl)-4-methyl-5-(6-methyl-2,6-diazaspiro[3.3]heptan-2-yl)thiazole